aminopropyldimethyl-myristoleyloxy-propanaminium bromide [Br-].NCCCC(C(C)(C)C)([NH3+])OCCCCCCCC\C=C/CCCC